3,3'-(1,4-phenylene)bis(2,4-bis(4-(7-bromoheptan-2-yl)phenyl)cyclopenta-2,4-dien-1-one) C1(=CC=C(C=C1)C1=C(C(C=C1C1=CC=C(C=C1)C(C)CCCCCBr)=O)C1=CC=C(C=C1)C(C)CCCCCBr)C1=C(C(C=C1C1=CC=C(C=C1)C(C)CCCCCBr)=O)C1=CC=C(C=C1)C(C)CCCCCBr